CC1=NOC(=C1)C(O)C1=CC=C(C=C1)C1=NOC(=N1)C(F)(F)F (3-methylisoxazol-5-yl)-[4-[5-(trifluoromethyl)-1,2,4-oxadiazol-3-yl]phenyl]methanol